((2R,3S)-3-((4-((S)-2-Azido-1-methoxypropan-2-yl)-6-chloro-2,7-naphthyridin-1-yl)oxy)-2-methylazetidin-1-yl)(cyclopropyl)methanone N(=[N+]=[N-])[C@@](COC)(C)C1=CN=C(C2=CN=C(C=C12)Cl)O[C@@H]1[C@H](N(C1)C(=O)C1CC1)C